methyl 3-(((3-aminopyridin-2-yl) amino) methyl)-1-benzylpyrrolidine-3-carboxylate NC=1C(=NC=CC1)NCC1(CN(CC1)CC1=CC=CC=C1)C(=O)OC